1-amino-3,6,9,12,15-pentaoxooctadecane NCCC(CCC(CCC(CCC(CCC(CCC)=O)=O)=O)=O)=O